2-{[(5-chloro-2-methylphenyl)amino]methyl}-4,5,6,7-tetrahydro-8H-cyclopenta[d][1,2,4]triazolo[1,5-a]pyrimidin-8-one ClC=1C=CC(=C(C1)NCC1=NN2C(NC3=C(C2=O)CCC3)=N1)C